8-(4-(difluoromethoxy)phenyl)-6-(2-methyl-2,6-dihydropyrrolo[3,4-c]pyrazole-5(4H)-yl)pteridine-7(8H)-one FC(OC1=CC=C(C=C1)N1C(C(=NC=2C=NC=NC12)N1CC2=NN(C=C2C1)C)=O)F